C(C)(C)(C)OC(=O)N1CCC(CC1)N1N=CC(=C1)C1=NC(=NC(=C1)C(F)(F)F)N1[C@H](CC1)C 4-[4-[2-[(2S)-2-Methylazetidin-1-yl]-6-(trifluoromethyl)pyrimidin-4-yl]pyrazol-1-yl]piperidine-1-carboxylic acid tert-butyl ester